benzyl (S)-2-(cyanomethyl)-4-(2'-(methylthio)-1,3,5',6'-tetrahydrospiro[indene-2,7'-pyrano[2,3-d]pyrimidin]-4'-yl)piperazine-1-carboxylate C(#N)C[C@@H]1N(CCN(C1)C=1C2=C(N=C(N1)SC)OC1(CC2)CC2=CC=CC=C2C1)C(=O)OCC1=CC=CC=C1